(2s,4r)-4-((1-methyl-1H-pyrazol-3-yl)amino)-2-phenylpiperidine-1-carboxylic acid tert-butyl ester C(C)(C)(C)OC(=O)N1[C@@H](C[C@@H](CC1)NC1=NN(C=C1)C)C1=CC=CC=C1